BrC1=CC=C2C=CC(=CC2=C1)OCC(=O)NCC(C)C 2-((7-bromonaphthalen-2-yl)oxy)-N-isobutylacetamide